1-[(2S)-2-(tert-butoxycarbonylamino)-3,3-dimethyl-butanoyl]-4-hydroxy-pyrrolidine-2-carboxylic acid C(C)(C)(C)OC(=O)N[C@H](C(=O)N1C(CC(C1)O)C(=O)O)C(C)(C)C